C(C)(=O)C1=C2C=C(NC(C2=CC(=C1)C)=O)C1=CC=CC=C1 5-acetyl-7-methyl-3-phenylisoquinolin-1(2H)-one